BrC1=CC2=C(C=N1)C=CN2CC2=CC=C(C=C2)C=2N(C=C(N2)C(F)(F)F)C 6-Bromo-1-(4-(1-methyl-4-(trifluoromethyl)-1H-imidazol-2-yl)benzyl)-1H-pyrrolo[3,2-c]pyridine